OC1(CCC(CC1)NC(=O)[C@H]1C[C@@H](NCC1)C(F)(F)F)C(F)(F)F (2R,4R)-N-[(1r,4r)-4-hydroxy-4-(trifluoromethyl)cyclohexyl]-2-(trifluoromethyl)piperidine-4-carboxamide